FC=1C=C2C(C=CN3C2=C(C1N1C(CCCC1)C)OCC3C)=O 9-fluoro-3-methyl-10-(2-methylpiperidin-1-yl)-2H-[1,4]oxazino[2,3,4-ij]quinolin-7(3H)-one